C(C)OC(=O)C=1C=C(C2=C(N(C(=N2)CC2=C(C=C(C(=C2)F)Br)F)CCOC)C1)F.ClC1=C(C=CC(=C1)OC1=CC=C(C=C1)Cl)C(C)=O 1-[2-chloro-4-(4-chlorophenoxy)phenyl]ethanone Ethyl-2-(4-bromo-2,5-difluorobenzyl)-4-fluoro-1-(2-methoxyethyl)-1H-benzo[d]imidazole-6-carboxylate